1-(4-methoxybenzyl)-3a,7a-dihydro-1H-7-azaindole-4-carboxylic acid sodium salt [Na+].COC1=CC=C(CN2C=CC3C(=CC=NC23)C(=O)[O-])C=C1